5-[2-(3,4-dimethyl-phenylamino)-5-methyl-pyrimidin-4-ylamino]-3H-benzooxazol-2-one CC=1C=C(C=CC1C)NC1=NC=C(C(=N1)NC=1C=CC2=C(NC(O2)=O)C1)C